3-(((S)-1-((S)-1,4-dioxan-2-yl)ethyl)amino)-5-((5-(difluoromethoxy)-1H-pyrazol-3-yl)amino)pyrazine-2-carbonitrile O1[C@H](COCC1)[C@H](C)NC=1C(=NC=C(N1)NC1=NNC(=C1)OC(F)F)C#N